C(#N)C1=CC=C(C=C1)C=1N=C2C(=NC1)N=C(S2)NC(=O)C=2C=NC(=CC2C2=CC(=NC=C2OC)C(F)(F)F)C N-(6-(4-cyanophenyl)thiazolo[4,5-b]pyrazin-2-yl)-5'-methoxy-6-methyl-2'-(trifluoromethyl)-[4,4'-bipyridine]-3-carboxamide